FC1=C(CN2C(C3=C(C(=C2)C(=O)N[C@@H]2[C@H](CCC2)O)OC=C3)=O)C=CC(=C1)C=1C=NN(C1)C 5-(2-fluoro-4-(1-methyl-1H-pyrazol-4-yl)benzyl)-N-((1S,2S)-2-hydroxycyclopentyl)-4-oxo-4,5-dihydrofuro[3,2-c]pyridine-7-carboxamide